tert-butyl thiomorpholine-4-carboxylate N1(CCSCC1)C(=O)OC(C)(C)C